4,4-Dimethyl-6-(2-((2-(4-methylpiperazin-1-yl)pyridin-4-yl)amino)-7H-pyrrolo[2,3-d]pyrimidin-5-yl)-3,4-dihydroisoquinolin-1(2H)-one CC1(CNC(C2=CC=C(C=C12)C1=CNC=2N=C(N=CC21)NC2=CC(=NC=C2)N2CCN(CC2)C)=O)C